NC1=CC=C(C(=N1)C)CNC([C@H](C)NC(=O)[C@@H]1N(CC[C@@H](C1)C1=CC=CC=C1)CCCC(=O)O)=O 4-((2R,4S)-2-(((S)-1-(((6-amino-2-methylpyridin-3-yl)methyl)amino)-1-oxopropan-2-yl)carbamoyl)-4-phenylpiperidin-1-yl)butanoic acid